[1,1'-biphenyl]-2,2',5,5'-tetracarboxylic acid C=1(C(=CC=C(C1)C(=O)O)C(=O)O)C=1C(=CC=C(C1)C(=O)O)C(=O)O